3-(6-bromo-3-fluoro-2-pyridinyl)-3-azabicyclo[3.1.0]hexane BrC1=CC=C(C(=N1)N1CC2CC2C1)F